hydroxyxanthosine O[C@@]1([C@H](O)[C@H](O)[C@@H](CO)O1)N1C=NC=2C(=O)NC(=O)NC12